ClC[C@H](COC1=C(C=C(C=C1)C(C)(C)C1=CC=C(C=C1)OC[C@H](CN1N=NC(=C1CO)I)O)Cl)O (S)-1-chloro-3-(2-chloro-4-(2-(4-((S)-2-hydroxy-3-(5-(hydroxymethyl)-4-iodo-1H-1,2,3-triazol-1-yl)propoxy)phenyl)propan-2-yl)phenoxy)propan-2-ol